C(C)S(=O)(=O)C=1C(=NC(=CC1)N1N=C(C=C1)C(F)(F)F)C(=O)O 3-ethylsulfonyl-6-[3-(trifluoromethyl)pyrazol-1-yl]Pyridine-2-carboxylic acid